2-methyl-1-(5-nitro-6-thiomorpholino-2H-indazol-2-yl)propan-2-ol CC(CN1N=C2C=C(C(=CC2=C1)[N+](=O)[O-])N1CCSCC1)(C)O